CC1=NN(C=C1NC1=NC=C(C(=N1)NCCCN1C(OCCC1)=O)C(F)(F)F)C1CCN(CC1)C 3-(3-((2-((3-methyl-1-(1-methylpiperidin-4-yl)-1H-pyrazol-4-yl)amino)-5-(trifluoromethyl)pyrimidin-4-yl)amino)propyl)-1,3-oxazinan-2-one